C(C)N1C(N(N=C(C1=O)C(=O)Cl)C1=CC=CC=C1)=O 4-ethyl-3,5-dioxo-2-phenyl-2,3,4,5-tetrahydro-1,2,4-triazine-6-carbonyl chloride